OC=1C=C(C(=O)O)C=C(C1O)OC(C1=CC(=C(C(=C1)O)O)O)=O 3,4-dihydroxy-5-((3,4,5-trihydroxybenzoyl)oxy)benzoic acid